CC=1N=C(C2=C(N1)N=C(C(=C2)N2CC1(CN(C1)C(=O)OC(C)(C)C)C2)C(F)(F)F)N[C@H](C)C2=C(C(=CC=C2)C(F)(F)F)C tert-butyl 6-[2-methyl-4-({(1R)-1-[2-methyl-3-(trifluoromethyl)phenyl]ethyl}amino)-7-(trifluoromethyl)pyrido[2,3-d]pyrimidin-6-yl]-2,6-diazaspiro[3.3]heptane-2-carboxylate